ClC=1C(=NC(=NC1)N1C(CC1)C)NC1=CC=2C3=C(C(N(C2C=C1)C)=O)OCC([C@@H](N3)C3CC3)(F)F (2S)-10-((5-Chloro-2-(2-methylazetidin-1-yl)pyrimidin-4-yl)amino)-2-cyclopropyl-3,3-difluoro-7-methyl-1,2,3,4-tetrahydro-[1,4]oxazepino[2,3-c]chinolin-6(7H)-on